3-((R)-3-(1-(1-((R)-1-(2,4-dichlorophenyl)ethyl)-4-(difluoromethyl)-1H-benzo[d][1,2,3]triazol-6-yl)azetidin-3-yl)piperidin-1-yl)-1-methylcyclobutane-1-carboxylic acid ClC1=C(C=CC(=C1)Cl)[C@@H](C)N1N=NC2=C1C=C(C=C2C(F)F)N2CC(C2)[C@@H]2CN(CCC2)C2CC(C2)(C(=O)O)C